C1C(CC12CCC2)NC(=O)NCC2=CC(=CC=C2)C2(CC2)C(F)(F)F 1-spiro[3.3]hept-2-yl-3-[3-(1-trifluoromethyl-cyclopropyl)-benzyl]-urea